COCCOC1=C(C=CC=C1)C=1C2=C(C(=NC1C1=CC=CC=C1)C=1C=C3CCNCC3=CC1)C=CS2 7-[2-(2-methoxyethoxy)phenyl]-6-phenyl-4-(1,2,3,4-tetrahydroisoquinolin-6-yl)thieno[3,2-c]pyridine